(difluoromethyl)pyrazole-3-carboxamide FC(F)C=1C(=NNC1)C(=O)N